[2-nitro-4-(trifluoromethoxy)phenyl]-[4-[2-(2-oxaspiro[3.3]heptan-6-ylmethyl)-3H-imidazo[4,5-b]pyridin-7-yl]-3,6-dihydro-2H-pyridin-1-yl]methanone [N+](=O)([O-])C1=C(C=CC(=C1)OC(F)(F)F)C(=O)N1CCC(=CC1)C1=C2C(=NC=C1)NC(=N2)CC2CC1(COC1)C2